3-((3-(2-methyl-3-((((tetrahydro-2H-pyran-4-yl)methyl)amino)methyl)pyrazolo[1,5-a]pyrimidin-7-yl)piperidin-1-yl)methyl)benzonitrile CC1=NN2C(N=CC=C2C2CN(CCC2)CC=2C=C(C#N)C=CC2)=C1CNCC1CCOCC1